1-(4-chlorophenyl)-N-(3,4-dichlorophenyl)-N-methyl-1H-1,2,4-triazole-3-carboxamide ClC1=CC=C(C=C1)N1N=C(N=C1)C(=O)N(C)C1=CC(=C(C=C1)Cl)Cl